C(C)C1=C(C=C2CNCC2=C1)NC1=NC=C(C(=N1)C1=CC2=C(C(N(CCS2(=O)=O)C)=O)S1)C(F)(F)F 7-(2-((6-ethylisoindolin-5-yl)amino)-5-(trifluoromethyl)pyrimidin-4-yl)-4-methyl-3,4-dihydrothieno[2,3-f][1,4]thiazepin-5(2H)-one 1,1-dioxide